ethyl imidazo[1,2-a]pyridine-7-carboxylate N=1C=CN2C1C=C(C=C2)C(=O)OCC